[S].FC(N1C=CC=C1)F N-difluoromethyl-azole sulfur